(±)-trans-4-Benzyl-1-(tert-butoxycarbonyl)pyrrolidine-3-carboxylic acid C(C1=CC=CC=C1)[C@H]1[C@@H](CN(C1)C(=O)OC(C)(C)C)C(=O)O |r|